4-cyclopropyl-N-((1S)-(4,4-difluorocyclohexyl)(2-(((5R)-2-oxo-5-(trifluoromethyl)piperidin-3-yl)methyl)imidazo[1,2-b][1,2,4]triazin-6-yl)methyl)-1,2,5-oxadiazole-3-carboxamide C1(CC1)C=1C(=NON1)C(=O)N[C@H](C=1N=C2N(N=C(C=N2)CC2C(NC[C@@H](C2)C(F)(F)F)=O)C1)C1CCC(CC1)(F)F